Tert-Butyl 3-(4-cyclopropylphenoxy)azetidine-1-carboxylate C1(CC1)C1=CC=C(OC2CN(C2)C(=O)OC(C)(C)C)C=C1